benzyl 4-(8-(tert-butoxycarbonyl)-3,8-diazabicyclo[3.2.1]octan-3-yl)-2-(((S)-1-methylpyrrolidin-2-yl) methoxy)-5,8-dihydropyrido[3,4-d]pyrimidine-7(6H)-carboxylate C(C)(C)(C)OC(=O)N1C2CN(CC1CC2)C=2C1=C(N=C(N2)OC[C@H]2N(CCC2)C)CN(CC1)C(=O)OCC1=CC=CC=C1